(1R,2S,5R)-2-Isopropyl-5-methylcyclohexyl (1R,2S)-2-methyl-4,6-dioxocyclohexane-1-carboxylate C[C@@H]1[C@H](C(CC(C1)=O)=O)C(=O)O[C@H]1[C@@H](CC[C@H](C1)C)C(C)C